C1(=CC=CC=C1)C(C)N1N=CC(=C1)C=1C=C(C=NC1)C1=CC=2N(C=C1)N=C(N2)N 7-(5-(1-(1-phenylethyl)-1H-pyrazol-4-yl)pyridin-3-yl)-[1,2,4]triazolo[1,5-a]pyridin-2-amine